Racemic-(4-amino-7-fluoroimidazo[1,5-a]quinoxalin-8-yl)((4aS,9aR)-7-(trifluoromethyl)-2,3,9,9a-tetrahydroindeno[2,1-b][1,4]oxazin-4(4aH)-yl)methanone NC=1C=2N(C3=CC(=C(C=C3N1)F)C(=O)N1[C@@H]3[C@H](OCC1)CC=1C=C(C=CC13)C(F)(F)F)C=NC2 |r|